N-[[4-[4,5-dihydro-5-(trifluoromethyl)-5-[3-(trifluoromethyl)phenyl]-3-isoxazolyl]-2,3-dihydrofuro[2,3-c]pyridin-7-yl]methyl]-propanamide FC(C1(CC(=NO1)C1=C2C(=C(N=C1)CNC(CC)=O)OCC2)C2=CC(=CC=C2)C(F)(F)F)(F)F